N-(2-chloro-6-fluorophenyl)-5-fluoro-4-(3-oxo-5,6,7,8-tetrahydro[1,2,4]triazolo[4,3-a]pyridin-2(3H)-yl)benzamide ClC1=C(C(=CC=C1)F)NC(C1=CC=C(C(=C1)F)N1N=C2N(CCCC2)C1=O)=O